3-(tert-butyl)-N-(3-fluoro-2-methoxy-4-(6-morpholinopyrrolo[2,1-f][1,2,4]triazin-4-yl)benzyl)-1,2,4-oxadiazole-5-carboxamide formate C(=O)O.C(C)(C)(C)C1=NOC(=N1)C(=O)NCC1=C(C(=C(C=C1)C1=NC=NN2C1=CC(=C2)N2CCOCC2)F)OC